3-CYCLOPENTYLPROPANAL C1(CCCC1)CCC=O